C(C)(C)(C)OC(=O)NCCCOC1=CC=C(C=C1)C1NC=2C=C(C=C(C2C(C1C1=NC=NN1C)=O)C(=O)OC)F methyl 2-(4-(3-((tert-butoxycarbonyl)amino)propoxy)phenyl)-7-fluoro-3-(1-methyl-1H-1,2,4-triazol-5-yl)-4-oxo-1,2,3,4-tetrahydroquinoline-5-carboxylate